ClC=1C=2C(=C(SC2N2C(=NN=C2[C@@H](N1)C)C)C)C (9S)-7-chloro-4,5,9,13-tetramethyl-3-thia1,8,11,12-tetrazatricyclo[8.3.0.02,6]trideca-2(6),4,7,10,12-pentaene